2-caproyl-decanoic acid C(CCCCC)(=O)C(C(=O)O)CCCCCCCC